CCCCCCCCC#C decyne